4-(3-methyl-4-(methylsulfonyl)phenyl)-3-(trifluoromethoxy)-1H-pyrazolo[4,3-c]Pyridine CC=1C=C(C=CC1S(=O)(=O)C)C1=NC=CC2=C1C(=NN2)OC(F)(F)F